O=C([C@@H](O)[C@H](O)[C@H](O)[C@@H](O)C)O fuconic acid